N(=[N+]=[N-])C=1C(=COC1)OCC1(COC1)COC1=COC=C1N=[N+]=[N-] 3,3-bis(4-azidofuran-3-oxymethyl)oxetane